(S)-alpha-fluoro-4-fluorophenethyl alcohol F[C@@H](CC1=CC=C(C=C1)F)O